O=C1NC(CC[C@H]1NC=1C=C(C=CC1)N1CCN(CC1)CC1CNC1)=O |r| (±)-3-((4-(3-((2,6-dioxopiperidin-3-yl)amino)phenyl)piperazin-1-yl)methyl)azetidine